CN1C(=NC(=C1)C(F)(F)F)C1=CC=CC=C1 4-(1-methyl-4-(trifluoromethyl)-1H-imidazol-2-yl)benzene